1-(4-phenoxybenzyl)guanidine hydrochloride Cl.O(C1=CC=CC=C1)C1=CC=C(CNC(=N)N)C=C1